CC1=C(C[C@H](N)C(=O)O)C(=CC(=C1)O)C 2,6-Dimethyl-L-tyrosin